N-[1-[[2-chloro-5-(2-pyrrolidin-1-yl-4-pyridyl)phenyl]methyl]-2-[4-(3-methylimidazol-4-yl)anilino]-2-oxo-ethyl]-2-methyl-pyrazole-3-carboxamide ClC1=C(C=C(C=C1)C1=CC(=NC=C1)N1CCCC1)CC(C(=O)NC1=CC=C(C=C1)C=1N(C=NC1)C)NC(=O)C=1N(N=CC1)C